ClC=1C=C(C=C(C1OCC(C)=O)C)C=1C(CC(NN1)=O)C 6-[3-chloro-5-methyl-4-(2-oxopropoxy)phenyl]-5-methyl-4,5-dihydro-2H-pyridazin-3-one